CC=CC(=O)OCCC[Si](OC)(OC)OC 3-(methyl)acryloxypropyltrimethoxysilane